ClC=1C(=NC(=NC1)NC1=C(C=C(C(=O)NCC2=CC(=CC=C2)C)C=C1)OC)C=1C=NN(C1)C(C)C 4-((5-chloro-4-(1-isopropyl-1H-pyrazol-4-yl)pyrimidin-2-yl)amino)-3-methoxy-N-(3-methylbenzyl)benzamide